2-[[(4R,6R)-6-(6-aminopurin-9-yl)-7-[tert-butyl(dimethyl)silyl]oxy-2,5-dioxabicyclo[2.2.1]heptan-4-yl]methoxy]isoindoline-1,3-dione NC1=C2N=CN(C2=NC=N1)[C@@H]1O[C@]2(COC1C2O[Si](C)(C)C(C)(C)C)CON2C(C1=CC=CC=C1C2=O)=O